aluminum magnesium ammonium sulfate S(=O)(=O)([O-])[O-].[NH4+].[Mg+2].[Al+3].S(=O)(=O)([O-])[O-].S(=O)(=O)([O-])[O-]